tetra(nonan-3-yl) 9,9',9'',9'''-((((5-((2-(dimethylamino)ethoxy)carbonyl)isophthaloyl)bis(azanediyl))bis(propane-3,1-diyl))bis(azanetriyl))tetranonanoate CN(CCOC(=O)C=1C=C(C=C(C(=O)NCCCN(CCCCCCCCC(=O)OC(CC)CCCCCC)CCCCCCCCC(=O)OC(CC)CCCCCC)C1)C(=O)NCCCN(CCCCCCCCC(=O)OC(CC)CCCCCC)CCCCCCCCC(=O)OC(CC)CCCCCC)C